[Si].[Ni].[C] carbon nickel silicon